NC=1C2=C(N=CN1)N(C(=C2C2=CC1=C(OCCN1C)C=C2)C#CC2CN(C2)[C@H]2[C@H](CN(CC2)C(C=C)=O)O)C 1-((3S,4R)-4-(3-((4-amino-7-methyl-5-(4-methyl-3,4-dihydro-2H-benzo[b][1,4]oxazin-6-yl)-7H-pyrrolo[2,3-d]pyrimidin-6-yl)ethynyl)azetidin-1-yl)-3-hydroxypiperidin-1-yl)prop-2-en-1-one